C1(=CC=CC=C1)C(C1=CC=C(C=C1)OC=1C=C2C(OC(C2=CC1)=O)=O)(C1=CC=C(C=C1)OC=1C=C2C(OC(C2=CC1)=O)=O)C1=CC=CC=C1 5,5'-((diphenylmethylene)bis(4,1-phenylene))bis(oxy)bis(isobenzofuran-1,3-dione)